racemic-1-(3-((4-amino-1-methyl-1H-pyrazol-3-yl)oxy)-2,2-dimethyl-azetidin-1-yl)ethanol NC=1C(=NN(C1)C)OC1C(N(C1)C(C)O)(C)C